6,7-dihydro-4H-pyrazolo[3,2-c][1,4]oxazine-3-carboxylic acid N1=CC(=C2COCCN21)C(=O)O